1-[difluoro(3-pyridinyl)methyl]-6-[3-(trifluoromethyl)phenyl]-3H-imidazo[4,5-b]pyridin-2-one FC(N1C(NC2=NC=C(C=C21)C2=CC(=CC=C2)C(F)(F)F)=O)(C=2C=NC=CC2)F